CC1=CC=C(CN2C=3C=CC=CC3CC3=CC=CC=C23)C=C1 N-(p-methylbenzyl)acridine